Cl[Si](Cl)(Cl)CB(Cl)Cl (trichlorosilyl)(dichloroboryl)methane